The molecule is an N-acylsphingosine 1-phosphate in which the N-acyl group is specified as octanoyl. It derives from an octanoic acid. It is a conjugate acid of a N-octanoylsphingosine 1-phosphate(2-). CCCCCCCCCCCCC/C=C/[C@H]([C@H](COP(=O)(O)O)NC(=O)CCCCCCC)O